1-[3,3-bis(hydroxymethyl)azetidin-1-yl]-2-[4-[3-[1-(5-chloropyrimidin-2-yl)-4-piperidinyl]propoxy]-2-fluoro-phenyl]ethanone OCC1(CN(C1)C(CC1=C(C=C(C=C1)OCCCC1CCN(CC1)C1=NC=C(C=N1)Cl)F)=O)CO